FC1=NN2C(C(NC3=C(C(=CC=C23)CO)F)=O)=C1 2,6-difluoro-7-(hydroxymethyl)-pyrazolo[1,5-a]quinoxalin-4(5H)-one